CC=1N(CC(N1)C(C)O)C(C1=CC=CC=C1)(C1=CC=CC=C1)C1=CC=CC=C1 1-[2-methyl-1-(trityl)-imidazolin-4-yl]ethanol